(6,6-Dimethyl-11-oxo-6,11-dihydro-benzo[b]naphtho[2,3-d]furan-8-yloxy)-acetic acid CC1(C2=CC(=CC=C2C(C=2C3=C(OC21)C=CC=C3)=O)OCC(=O)O)C